4-(N-(3-(tert-butyl)-5-cyclopropylbenzyl)-2-(N-(2-(trifluoromethyl)benzyl)-(2,3,4,5,6-pentafluoro-phenyl)sulfonamido)acetamido)-3-cyclopropoxybenzoic acid C(C)(C)(C)C=1C=C(CN(C(CN(S(=O)(=O)C2=C(C(=C(C(=C2F)F)F)F)F)CC2=C(C=CC=C2)C(F)(F)F)=O)C2=C(C=C(C(=O)O)C=C2)OC2CC2)C=C(C1)C1CC1